C(\C=C\C(=O)O)(=O)O.NC(C[C@H](C)N(CCC[C@H](C(C)C)N1CC2(C1)CN(CC2)C=2N=CN=NC2OC2=C(C(=O)N(C(C)C)C(C)C)C=C(C=C2)F)C)=O 2-((5-(2-((R)-6-(((S)-4-amino-4-oxobutan-2-yl)(methyl)amino)-2-methylhex-3-yl)-2,6-diazaspiro[3.4]oct-6-yl)-1,2,4-triazin-6-yl)oxy)-5-fluoro-N,N-diisopropylbenzamide fumarate